6-(2-Hydroxy-2-methylpropyloxy)-4-(5-(6-((5-methoxypyrazin-2-yl)methyl)-3,6-diazabicyclo[3.1.1]hept-3-yl)pyrazin-2-yl)pyrazolo[1,5-a]pyridine-3-carbonitrile OC(COC=1C=C(C=2N(C1)N=CC2C#N)C2=NC=C(N=C2)N2CC1N(C(C2)C1)CC1=NC=C(N=C1)OC)(C)C